1-hydroxy-6-(3-hydroxy-2-(4-((4-(morpholinomethyl)phenyl)ethynyl)phenyl)propyl)pyridin-2(1H)-one ON1C(C=CC=C1CC(CO)C1=CC=C(C=C1)C#CC1=CC=C(C=C1)CN1CCOCC1)=O